C(CCCCCCC)(=O)O[C@@H](CCOC=1C=C(OCC[C@@H](CCCCCCCCC(=O)O)CCCCCCCC(=O)O)C=C(C1)CN(C)C)COC(CCCCCCC)=O.C(C(=C)C)(=O)OCCCO[Si](OC)(OC)OC gamma-methacryloxypropoxytrimethoxysilane (S)-4-(3-((S)-3,4-bis(octanoyloxy)butoxy)-5-((dimethylamino)methyl)phenoxy)butane-1,2-diyl-dioctanoate